ClC1=CC(=C(OCCN2C(=NC=3C=C(C(=C(C3C2=O)C#N)N2CCN(CC2)C)C(F)(F)F)C)C=C1)C1=C2C(=NC(=C1)C)C=CS2 3-(2-(4-chloro-2-(5-methylthieno[3,2-b]pyridin-7-yl)phenoxy)ethyl)-2-methyl-6-(4-methylpiperazin-1-yl)-4-oxo-7-(trifluoromethyl)-3,4-dihydroquinazoline-5-carbonitrile